(S)-N-((S)-1-(5-(2-methoxy-6-methylpyridin-3-yl)-1H-imidazol-2-yl)-7-oxononyl)-6-methyl-6-azaspiro[2.5]octane-1-carboxamide COC1=NC(=CC=C1C1=CN=C(N1)[C@H](CCCCCC(CC)=O)NC(=O)[C@H]1CC12CCN(CC2)C)C